1-(2,2-difluorovinyl)naphthalene FC(=CC1=CC=CC2=CC=CC=C12)F